3-(4-fluorobenzoyl)-1,2,3,6-tetrahydroazepino[4,5-b]indole-5-carboxylic acid FC1=CC=C(C(=O)N2C=C(C=3NC=4C=CC=CC4C3CC2)C(=O)O)C=C1